BrC1=C(C=CC=C1)C1=C(C=C(C=C1)Cl)F 2-bromo-4'-chloro-2'-fluoro-[1,1'-biphenyl]